C=C1N=COC=C1 4-methylene-1,3-oxazinine